5-(2-fluoro-5-methyl-4-(6-(trifluoromethyl)pyrido[3,2-d]pyrimidin-2-yl)phenyl)-3-methyl-6,7-dihydropyrazolo[1,5-a]pyrazin-4(5H)-one FC1=C(C=C(C(=C1)C=1N=CC2=C(N1)C=CC(=N2)C(F)(F)F)C)N2C(C=1N(CC2)N=CC1C)=O